phosphohistidine P(=O)(O)(O)N[C@@H](CC1=CNC=N1)C(=O)O